3-icosylphenol C(CCCCCCCCCCCCCCCCCCC)C=1C=C(C=CC1)O